NC(CC1=CC=CC=C1)C=1C=CC2=C(C(=C(O2)C)C(=O)OCC)C1 ethyl 5-(1-amino-2-phenylethyl)-2-methylbenzofuran-3-carboxylate